C1=NC=CC=2NC=3C=C(C=CC3C21)C=2C=C(C(=NC2)OC2CC(C2)OCCCOCCCOC2CN(C2)C=2C=C1C(N(C(C1=CC2)=O)C2C(NC(CC2)=O)=O)=O)C(F)(F)F 5-(3-(3-(3-((1r,3r)-3-((5-(5H-pyrido[4,3-b]indol-7-yl)-3-(trifluoromethyl)pyridin-2-yl)oxy)cyclobutoxy)propoxy)propoxy)azetidin-1-yl)-2-(2,6-dioxopiperidin-3-yl)isoindoline-1,3-dione